Cl[Si]([Si](C)(C)Cl)(C)C 1,2-Dichloro-1,1,2,2-tetramethyldisilane